CN1C(N(C2=C1C=CC=C2)C)C2=CC=CC=C2 1,3-dimethyl-2-phenyl-2,3-dihydro-1H-benzo[d]imidazole